rel-2-((3R,4R)-4-(((5-fluoro-6-((3R,5S)-3-methyl-5-(4-(trifluoromethyl)phenyl)morpholino)pyrimidin-4-yl)amino)methyl)-3-hydroxypiperidin-1-yl)acetamide FC=1C(=NC=NC1N1[C@@H](COC[C@@H]1C1=CC=C(C=C1)C(F)(F)F)C)NC[C@@H]1[C@H](CN(CC1)CC(=O)N)O |o1:8,12,26,27|